ortho-nitrobenzyl phosphoramidite P(OCC1=C(C=CC=C1)[N+](=O)[O-])([O-])N